1-(6-(t-butoxy)hexyl)-N-(t-butyl)-1-chloro-1-methylsilanylamine C(C)(C)(C)OCCCCCC[Si](C)(Cl)NC(C)(C)C